9,10-bis(ethoxycarbonylpentylidene)anthracene C(C)OC(=O)CCCCC=C1C2=CC=CC=C2C(C=2C=CC=CC12)=CCCCCC(=O)OCC